1,1-difluoropropan-2-yl 4-methylbenzenesulfonate CC1=CC=C(C=C1)S(=O)(=O)OC(C(F)F)C